C(C)(C)(C)OC(=O)NC[C@@H](CC1=C(CNC(OC(C)(C)C)=O)C=CC=C1)CNC1=C(C=C(C(=C1)F)S(N(C=1SC=CN1)CC1=C(C=C(C=C1)OC)OC)(=O)=O)Cl tert-butyl (2-{(2S)-3-[(tert-butoxycarbonyl)amino]-2-[({2-chloro-4-[(2,4-dimethoxy-benzyl)(1,3-thiazol-2-yl)sulfamoyl]-5-fluorophenyl}amino)methyl]propyl}benzyl)carbamate